7-[1-(1-Cyano-4-piperidyl)-5-methyl-triazol-4-yl]-5-[(1R)-1-pyrimidin-4-ylethoxy]imidazo[1,2-a]pyridine-3-carbonitrile C(#N)N1CCC(CC1)N1N=NC(=C1C)C1=CC=2N(C(=C1)O[C@H](C)C1=NC=NC=C1)C(=CN2)C#N